OCC(CO)(C)NC(=O)C1=C(OC2=C1C=C(C=C2)SC2=NC=CC=C2)C N-(1,3-dihydroxy-2-methylpropan-2-yl)-2-methyl-5-(pyridin-2-ylthio)benzofuran-3-carboxamide